C(C)OC(CC[C@@H](C)N(CC(=O)OCC)C(=O)OC(C)(C)C)=O.N1=CC=C(C=C1)C1=CC=C(C=C1)C1=CC=C(C=C1)C1=CC=NC=C1 4,4'-bis(4-pyridyl)biphenyl ethyl-(R)-4-((t-butoxycarbonyl)(2-ethoxy-2-oxoethyl)amino)pentanoate